BrC=1C=CC=2N(C1)N(C(C2)=O)C 6-bromo-1-methylpyrazolo[1,5-a]pyridin-2-one